NC1C[C@@H](N(CC1)C(=O)OC(C)(C)C)C tert-butyl (2S)-4-amino-2-methylpiperidine-1-carboxylate